4-(((3,3-dimethylcyclobutyl)methyl((1s,4s)-4-((3,3,3-trifluoropropyl)amino)cyclohexyl)amino)-1-oxoisoindolin-2-yl)piperidine-2,6-dione CC1(CC(C1)CN(C1CCC(CC1)NCCC(F)(F)F)C1N(C(C2=CC=CC=C12)=O)C1CC(NC(C1)=O)=O)C